tert-butyl trans-3-amino-4-hydroxy-piperidine-1-carboxylate N[C@@H]1CN(CC[C@H]1O)C(=O)OC(C)(C)C